COC=1C=C(C=NC1)B(O)O (5-methoxypyridin-3-yl)boronic acid